1-(Piperidin-1-yl)-7-Methoxy-9H-β-Carboline N1(CCCCC1)C1=NC=CC=2C3=CC=C(C=C3NC12)OC